Cl.[N+](=O)([O-])C=1C=C(C=CC1NCC1CCOCC1)S(=O)(=O)NC(C1=CC=C(C=C1)N1CCC2(CC(C2)N2[C@@H](CCC2)C2=C(C=CC=C2)C(F)(F)F)CC1)=O N-{3-nitro-4-[(oxan-4-ylmethyl)amino]benzenesulfonyl}-4-{2-[(2S)-2-[2-(trifluoromethyl)phenyl]pyrrolidin-1-yl]-7-azaspiro[3.5]nonan-7-yl}benzamide hydrochloride